3-(2-hydroxyethyl)indole OCCC1=CNC2=CC=CC=C12